N-(5-chloro-2-methylphenyl)-1-(3-hydroxy-2-methylphenyl)-1H-1,2,3-triazole-4-carboxamide ClC=1C=CC(=C(C1)NC(=O)C=1N=NN(C1)C1=C(C(=CC=C1)O)C)C